1-(2,2-dimethylpropyl)-3-methyl-N-(1-methylcyclopropyl)-2-oxo-benzimidazole-5-sulfonamide CC(CN1C(N(C2=C1C=CC(=C2)S(=O)(=O)NC2(CC2)C)C)=O)(C)C